tert-butyl (2S,4S)-2-(7-(allyloxy)-4-(methoxycarbonyl)naphthalen-1-yl)-4-hydroxypiperidine-1-carboxylate C(C=C)OC1=CC=C2C(=CC=C(C2=C1)[C@H]1N(CC[C@@H](C1)O)C(=O)OC(C)(C)C)C(=O)OC